tert-butyl 3-(4-(4-(9H-purin-6-yl)-3,4-dihydro-2H-1,4-thiazin-6-yl)-2H-1,2,3-triazol-2-yl)piperidine-1-carboxylate N1=CN=C2NC=NC2=C1N1CCSC(=C1)C1=NN(N=C1)C1CN(CCC1)C(=O)OC(C)(C)C